{4-[1-(2,6-Dioxopiperidin-3-yl)-3-methyl-2-oxo-1,3-benzodiazol-5-yl]piperazin-1-yl}-[1,4'-bipiperidin] O=C1NC(CCC1N1C(N(C2=C1C=CC(=C2)N2CCN(CC2)C2N(CCCC2)C2CCNCC2)C)=O)=O